ClC(C(CCl)Cl)(Cl)Cl 1,1,1,2,3-PENTACHLOROPROPANE